4-(Benzo[d][1,3]dioxol-5-ylmethyl)benzene-1,3-diol O1COC2=C1C=CC(=C2)CC2=C(C=C(C=C2)O)O